2-methyl-4-(((trifluoromethyl)sulfonyl)oxy)-5,8-dihydropyrido[3,4-d]pyrimidine-7(6H)-carboxylic acid tert-butyl ester C(C)(C)(C)OC(=O)N1CC=2N=C(N=C(C2CC1)OS(=O)(=O)C(F)(F)F)C